ClC1=C(C=C(C(=O)[O-])CC(C2=CC=CC=C2)(F)F)C=CC(=C1)Cl 2-(2,4-dichlorobenzylidene)-4,4-difluoro-4-phenylbutyrate